FC(C(=O)NC1=CC=2N(C(=N1)C=1OC=CC1)N=C(N2)C)(F)F 2,2,2-trifluoro-N-[5-(furan-2-yl)-2-methyl-[1,2,4]triazolo[1,5-c]pyrimidin-7-yl]acetamide